2-{3-[(3RS)-3-cyclopropylpiperazin-1-yl]-1,2,4-triazin-6-yl}-5-(2-fluoropyridin-4-yl)phenol C1(CC1)[C@@H]1CN(CCN1)C=1N=NC(=CN1)C1=C(C=C(C=C1)C1=CC(=NC=C1)F)O |r|